N1(C=NC=C1)CCC(C)=O 4-(1H-imidazol-1-yl)butan-2-one